1-Ethyl-N-((1,2,3,5,6,7-hexahydro-s-indacen-4-yl)carbamoyl)azetidine-3-sulfonamide, potassium salt [K].C(C)N1CC(C1)S(=O)(=O)NC(NC1=C2CCCC2=CC=2CCCC12)=O